S1C=NC2=C1C=CC(=C2)C2=NC(=NC=C2OC)N (4-(Benzothiazol-5-yl)-5-methoxypyrimidin-2-yl)amine